C[C@@H]1O[C@@H](CN(C1)C1=CC=CC(=N1)C1=NC2=CC(=NC=C2C=C1)CNC(C1=CC(=C(C=C1)C)S(=O)(=N)CCO)=O)C N-((2-(6-((cis)-2,6-dimethylmorpholino)pyridin-2-yl)-1,6-naphthyridin-7-yl)methyl)-3-(2-hydroxyethylsulfonimidoyl)-4-methylbenzamide